FC=1C=CC(=NC1)C(=O)NC1=NC(N(C=C1)[C@H]1O[C@@H]([C@H]([C@H]1F)O)CO)=O 5-fluoro-N-(1-((2s,3r,4r,5r)-3-fluoro-4-hydroxy-5-(hydroxymethyl)tetrahydrofuran-2-yl)-2-oxo-1,2-dihydropyrimidin-4-yl)pyridinecarboxamide